diisopropyl 2,3-dimethylmaleate C/C(/C(=O)OC(C)C)=C(/C(=O)OC(C)C)\C